4-(4,4-difluorocyclohexyl)benzene-1,4-diamine FC1(CCC(CC1)C1(CC=C(C=C1)N)N)F